1-(3-butylcyclopenta-2,4-dien-1-yl)-1,1,2,2-tetramethyl-2-(4-(o-tolyl)-1H-inden-1-yl)disilane C(CCC)C1=CC(C=C1)[Si]([Si](C1C=CC2=C(C=CC=C12)C1=C(C=CC=C1)C)(C)C)(C)C